1-(3-butene-1-yl)-2,4-dichlorobenzene C(CC=C)C1=C(C=C(C=C1)Cl)Cl